9-(4-amino-5-(4-(difluoromethoxy)phenyl)-7-methyl-7H-pyrrolo[2,3-d]pyrimidin-6-yl)-3-azaspiro[5.5]undec-8-ene-3-carboxylic acid tert-butyl ester C(C)(C)(C)OC(=O)N1CCC2(CC1)CC=C(CC2)C2=C(C1=C(N=CN=C1N)N2C)C2=CC=C(C=C2)OC(F)F